FC1=C(C(=C(C=C1OC)OC)F)N1CC2=CN=C(C=C2C2(C1=O)CC2)C=2C=NN(C2)CCN2CC(CC2)OC 2'-(2,6-difluoro-3,5-dimethoxyphenyl)-6'-(1-(2-(3-methoxypyrrolidin-1-yl)ethyl)-1H-pyrazol-4-yl)-1'H-spiro[cyclopropane-1,4'-[2,7]naphthyridine]-3'(2'H)-one